6-amino-N-{2-[3-amino-4-(2-methoxyethoxy)pyrrolidin-1-yl]-3-fluoro-5,6,7,8-tetrahydroquinolin-6-yl}-2-methylthieno[2,3-d][1,3]thiazole-5-carboxamide NC1=C(SC=2N=C(SC21)C)C(=O)NC2CC=1C=C(C(=NC1CC2)N2CC(C(C2)OCCOC)N)F